3-((t-butyldimethylsilyl)oxy)-5-((2-hexyldecyl)oxy)-5-oxopentanoic acid [Si](C)(C)(C(C)(C)C)OC(CC(=O)O)CC(=O)OCC(CCCCCCCC)CCCCCC